C(C(O)CC(=O)[O-])(=O)OC1=C(C=CC=C1)C(C)(C)C t-butylphenyl maloate